2-(4-acetyl-2-nitrophenyl)propionitrile C(C)(=O)C1=CC(=C(C=C1)C(C#N)C)[N+](=O)[O-]